C1(CC1)CN[C@@H]1CN(CC1)C(=O)OCC1=CC=CC=C1 benzyl (3S)-3-[(cyclopropylmethyl)amino]pyrrolidine-1-carboxylate